4-(8-(3,4-difluorophenyl)-3,8-diazabicyclo[3.2.1]octane-3-carbonyl)-6-methylquinoline FC=1C=C(C=CC1F)N1C2CN(CC1CC2)C(=O)C2=CC=NC1=CC=C(C=C21)C